BrC1=CN(C(C2=CC=CC(=C12)F)=O)C 4-Bromo-5-fluoro-2-methyl-2H-isoquinolin-1-one